C(#C)[C@]1(C(N(CC1)C)=O)O (3R)-3-ethynyl-3-hydroxy-1-methyl-pyrrolidin-2-one